BrN1N=C(C(=CC1=O)C)Cl bromo-6-chloro-5-methylpyridazin-3(2H)-one